N[C@H](C(=O)OC)CC1=CNC2=CC=C(C=C12)C methyl (2S)-2-amino-3-(5-methyl-1H-indol-3-yl)propanoate